CC1(N(CC2=C1N=C(N=C2N2[C@@H](COCC2)C)C2=C1C=CNC1=CC=C2)C(=O)C2CCC2)C (R)-7,7-Dimethyl-2-(1H-indol-4-yl)-6-cyclobutylformyl-4-(3-methylmorpholin-4-yl)-6,7-Dihydro-5H-pyrrolo[3,4-d]pyrimidine